C(C(C)(C)S)C(=O)O Deamino-Penicillamin